ClC1=CC(=C(N=N1)C(=O)N(C)OC)NC1=C(C(=CC=C1)C1=NN(C=N1)C)OC 6-Chloro-N-methoxy-4-((2-methoxy-3-(1-methyl-1H-1,2,4-triazol-3-yl)phenyl)amino)-N-methylpyridazine-3-carboxamide